C(=CC)N1C[C@H](C[C@@H]1CF)N1N=C(C(=C1NC)C(=O)N)C#CC1=C(C2=C(N(C=N2)C2CC2)C=C1F)F 1-((3s,5r)-1-propenyl-5-(fluoromethyl)pyrrolidin-3-yl)-3-((1-cyclopropyl-4,6-difluoro-1H-benzo[d]imidazol-5-yl)ethynyl)-5-(methylamino)-1H-pyrazole-4-carboxamide